CN1N=C(C2=CC=C(C=C12)C(=O)O)C1=C(C=CC=C1)C 1-methyl-3-(o-tolyl)-1H-indazole-6-carboxylic acid